FC(C)(F)C1=NC(=CC(=N1)NC1=CC(=NC=C1OC1=NC=C(N=C1)OC)NC(C)=O)C N-(4-((2-(1,1-difluoroethyl)-6-methylpyrimidin-4-yl)amino)-5-((5-methoxypyrazin-2-yl)oxy)pyridin-2-yl)acetamide